COC1=C(C(=NN1)C1=NC(=CC=C1)C)C=1N=C2C=C(C=NC2=CC1)NCCN1CCOCC1 6-[5-methoxy-3-(6-methyl-2-pyridyl)-1H-pyrazol-4-yl]-N-(2-morpholinoethyl)-1,5-naphthyridin-3-amine